CC1OC2=C(C(N1O)C1=CC=CC=C1)C=CC=C2 2-methyl-4-phenyl-2H-benzo[e][1,3]oxazin-3(4H)-ol